1,6-dimethyl-4-[4-(6-methyl-1,3-benzooxazol-2-yl)piperidin-1-yl]-2-oxo-1,2-dihydroquinoline-3-carboxamide CN1C(C(=C(C2=CC(=CC=C12)C)N1CCC(CC1)C=1OC2=C(N1)C=CC(=C2)C)C(=O)N)=O